2-(3-(4-amino-3-methylpyridin-2-yl)-2-methylphenyl)-5-formylbenzo[d]Oxazole-7-carbonitrile NC1=C(C(=NC=C1)C=1C(=C(C=CC1)C=1OC2=C(N1)C=C(C=C2C#N)C=O)C)C